CC1=NC(=NO1)C1=CC=C2C=CN=C(C2=C1)NCCC(=O)NC1=NN(C(=C1)CCCCC)C 3-((7-(5-methyl-1,2,4-oxadiazol-3-yl)isoquinolin-1-yl)amino)-N-(1-methyl-5-pentyl-1H-pyrazol-3-yl)propanamide